tert-Butyl-4-(1-(5-(difluoromethoxy)-4-nitro-2-vinylphenyl)piperidin-4-yl)piperazine-1-carboxylic acid C(C)(C)(C)C1N(CCN(C1)C1CCN(CC1)C1=C(C=C(C(=C1)OC(F)F)[N+](=O)[O-])C=C)C(=O)O